CC1(OB(OC1(C)C)C1=CN(C2=CC=C(C=C12)C#N)S(=O)(=O)C1=CC=C(C)C=C1)C 3-(4,4,5,5-Tetramethyl-1,3,2-dioxaborolan-2-yl)-1-tosyl-1H-indole-5-carbonitrile